C1(CC1)C=1C=C(OC=2C(=C(N=NC2)C)C(=O)O)C=CC1 5-(3-cyclopropylphenoxy)-3-methyl-pyridazine-4-carboxylic acid